(isocyano)rhodium (I) [N+](#[C-])[Rh]